(2S,4R)-N-(4-cyanobenzyl)-1-((R)-2-(1-fluorocyclopropane-1-amido)-3-mercapto-3-methylbutanoyl)-4-hydroxypyrrolidine-2-carboxamide C(#N)C1=CC=C(CNC(=O)[C@H]2N(C[C@@H](C2)O)C([C@H](C(C)(C)S)NC(=O)C2(CC2)F)=O)C=C1